C(CC#C)NC1=CC=CC=C1 N-(but-3-yn-1-yl)aniline